FC(C(=O)O)(F)F.O1CCC(=CC1)C1=NN2C(N(C(=C(C2=O)N2CCNCC2)CC)CC(=O)NC2=CC=3CCCCC3C=C2)=N1 2-(2-(3,6-dihydro-2H-pyran-4-yl)-5-ethyl-7-oxo-6-(piperazin-1-yl)-[1,2,4]triazolo[1,5-a]pyrimidin-4(7H)-yl)-N-(5,6,7,8-tetrahydronaphthalen-2-yl)acetamide trifluoroacetate